2-(2-(aminomethyl)tricyclo[4.2.1.03,8]nonan-2-yl)acetic acid NCC1(C2C3CC(CCC13)C2)CC(=O)O